5-(4-bromophenyl)-2-((4-methylbenzyl)thio)-1-phenyl-1H-imidazole BrC1=CC=C(C=C1)C1=CN=C(N1C1=CC=CC=C1)SCC1=CC=C(C=C1)C